N-(5-((4,5-dimethoxy-6-(1-methyl-1H-indol-3-yl)pyrimidin-2-yl)amino)-2-((2-(dimethylamino)ethyl)(methyl)amino)-3-fluorophenyl)acetamide COC1=NC(=NC(=C1OC)C1=CN(C2=CC=CC=C12)C)NC=1C=C(C(=C(C1)NC(C)=O)N(C)CCN(C)C)F